P(=O)([O-])([O-])[O-].[NH4+].[Mn+2].[Fe+2] iron manganese ammonium phosphate